5-chloro-2-(3-chloromethyl-s-triazolyl)benzophenone hydrochloride Cl.ClC=1C=CC(=C(C(=O)C2=CC=CC=C2)C1)C1=NC(=NN1)CCl